FC1=CC=C(C=C1)[C@H]([C@H]1[C@@H]2N(C(C=3N1N=CC(C3O)=O)=O)CCC2)C2=CC(=CC=C2)OC(F)(F)F (9aR,10S)-10-((S)-(4-Fluorophenyl)(3-(trifluoromethoxy)phenyl)methyl)-4-hydroxy-8,9,9a,10-tetrahydro-7H-pyrrolo[1',2':4,5]pyrazino[1,2-b]pyridazin-3,5-dion